Cobalt phosphate hydrate O.P(=O)([O-])([O-])[O-].[Co+3]